9-(4-(3-(dimethylamino)propoxy)benzyl)-2-(2-isopropylphenyl)-7-methyl-7,9-dihydro-8H-purin-8-one CN(CCCOC1=CC=C(CN2C3=NC(=NC=C3N(C2=O)C)C2=C(C=CC=C2)C(C)C)C=C1)C